1-methoxy-1-(tert-amylperoxy)cyclohexane COC1(CCCCC1)OOC(C)(C)CC